(4-(benzyloxy)-5-methoxy-2-nitrophenyl)(2-(hydroxymethyl)-piperidin-1-yl)methanone C(C1=CC=CC=C1)OC1=CC(=C(C=C1OC)C(=O)N1C(CCCC1)CO)[N+](=O)[O-]